CC1=C(OC2=C(C=C(C=C2C1=O)C)[C@@H](C)NC=1C(=NC=CC1)C(=O)NS(=O)(=O)C(F)(F)F)C1=CC=CC=C1 3-[[(1R)-1-(3,6-Dimethyl-4-oxo-2-phenyl-chromen-8-yl)ethyl]amino]-N-(trifluoromethylsulfonyl)pyridine-2-carboxamide